COC(CC1CCN(CC1)C1=CC=C(C=C1)N1C(N(C(CC1)=O)CC1=CC=C(C=C1)OC)=O)OC 1-[4-[4-(2,2-dimethoxyethyl)-1-piperidinyl]phenyl]-3-[(4-methoxy-phenyl)methyl]hexahydropyrimidine-2,4-dione